(2,5-dimethyl-2,3-dihydro-1H-inden-2-yl)methanyl formate C(=O)OCC1(CC2=CC=C(C=C2C1)C)C